C1(CCC(CCCCCCC)O1)=O 4-UNDECANOLIDE